4-(diethylamino)piperidin C(C)N(C1CCNCC1)CC